BrC1=NC(=CC(=C1)CO)Br (2,6-dibromopyridin-4-yl)methanol